lithium hydrogen sulfite ammonium bisulfide [SH-].[NH4+].S(=O)(O)[O-].[Li+]